bis[ethoxy (thiocarbonyl)] disulfide C(C)OC(=S)SSC(=S)OCC